ammonium glutamic acid diacetate C(CN([C@@H](CCC(=O)O)C(=O)O)CC(=O)[O-])(=O)[O-].[NH4+].[NH4+]